1,1,3-Tris-(2-methyl-4-hydroxy-5-t-butylphenyl)butane CC1=C(C=C(C(=C1)O)C(C)(C)C)C(CC(C)C1=C(C=C(C(=C1)C(C)(C)C)O)C)C1=C(C=C(C(=C1)C(C)(C)C)O)C